(1R,2S,5S)-6,6-Dimethyl-3-(2-(3-(trifluoromethyl)isoxazol-5-yl)acetyl)-3-azabicyclo[3.1.0]hexane-2-carboxylic acid CC1([C@H]2CN([C@@H]([C@@H]12)C(=O)O)C(CC1=CC(=NO1)C(F)(F)F)=O)C